[Si](C)(C)(C(C)(C)C)O[C@H]1C[C@H](C2(CN(C2)C(=O)OCC2=CC=CC=C2)C1)N[S@](=O)C(C)(C)C (5R,7R)-benzyl 7-((tert-butyldimethylsilyl)oxy)-5-((R)-1,1-dimethylethyl sulfinamido)-2-azaspiro[3.4]octane-2-carboxylate